NCCC[C@@H](CC(=O)NC=1SC(=C(N1)C)C(=O)OCCC)NC1=NC=CC2=CC=C(C=C12)C1=NOC(=N1)C propyl (S)-2-(6-amino-3-((7-(5-methyl-1,2,4-oxadiazol-3-yl) isoquinolin-1-yl) amino) hexanamido)-4-methylthiazole-5-carboxylate